(R)-1-(cyclopentanecarbonyl) pyrrolidin-3-yl-methanesulfonate N1C[C@@H](CC1)CS(=O)(=O)OC(=O)C1CCCC1